(1S,2S)-2-fluorocyclopropan-1-amine hydrochloride Cl.F[C@@H]1[C@H](C1)N